3-(6,8-di-tert-butyl-2H-benzopyran-3-yl)-5-(3-methoxycarbonyl-5-nitrophenyl)-1,2,4-oxadiazole C(C)(C)(C)C=1C=C(C2=C(C=C(CO2)C2=NOC(=N2)C2=CC(=CC(=C2)[N+](=O)[O-])C(=O)OC)C1)C(C)(C)C